ethyl 4-methoxythieno[2',3':5,6]benzo[1,2-D]isoxazole-7-carboxylate COC1=CC2=C(C=3C=NOC31)C=C(S2)C(=O)OCC